C(C)(C)(C)OC(=O)N1N=C(C=C1)C1=NC(=NC=C1C(F)(F)F)NC=1C=NN(C1)CC1=CC=C(C=C1)NC(C=C)=O 3-(2-((1-(4-acrylamidobenzyl)-1H-pyrazol-4-yl)amino)-5-(trifluoromethyl)pyrimidin-4-yl)-1H-pyrazole-1-carboxylic acid tert-butyl ester